COC=1C=C(C=CC1)C=1N(N=C2[C@@H](NCCC21)C)C (S)-3-(3-methoxyphenyl)-2,7-dimethyl-4,5,6,7-tetrahydro-2H-pyrazolo[3,4-c]pyridine